C(=O)(O)C[NH+]1C(=NCC1)CCCCCCCCCCCC 1-(carboxymethyl)-2-laurylimidazolinium